tert-butyl (2-((1-(4-amino-2-(ethoxymethyl)-1H-imidazo[4,5-c]quinolin-1-yl)-2-methylpropan-2-yl)oxy)ethyl)carbamate NC1=NC=2C=CC=CC2C2=C1N=C(N2CC(C)(C)OCCNC(OC(C)(C)C)=O)COCC